(S)-1-(7-((1-(3,4,5-trimethoxyphenyl)-1H-imidazol-4-yl)amino)thiazolo[5,4-d]pyrimidin-5-yl)pyrrolidine-2-carboxamide COC=1C=C(C=C(C1OC)OC)N1C=NC(=C1)NC=1C2=C(N=C(N1)N1[C@@H](CCC1)C(=O)N)SC=N2